CC=1C=2N(C=C(N1)C)N=C(C2)C=2N=C1N(C(C2)=O)C=C(C=C1)B(O)O 2-(4,6-dimethylpyrazolo[1,5-a]pyrazin-2-yl)-4-oxo-4H-pyrido[1,2-a]pyrimidin-7-ylboronic acid